COC1=C(C=CC(=C1)OC)CN1C(CC2(CC1)OCCC1=C2SC=C1)C=1N=NN(C1)C [(2,4-dimethoxyphenyl)methyl]-2'-(1-methyltriazol-4-yl)spiro[4,5-dihydrothieno[2,3-c]pyran-7,4'-piperidine]